(±)-menthol-acetic acid C1(CC(C(CC1)C(C)C)O)(C)CC(=O)O